3-((2S)-2-hydroxy-3-(8-(6-(2-methoxyethylamino)pyridin-3-ylsulfonyl)-1-oxa-8-azaspiro[4.5]decan-3-ylamino)propoxy)-N-methylbenzenesulfonamide O[C@H](COC=1C=C(C=CC1)S(=O)(=O)NC)CNC1COC2(C1)CCN(CC2)S(=O)(=O)C=2C=NC(=CC2)NCCOC